(E)-3-(3-(3,5-dimethylphenyl)-7-fluoro-2-methyl-4-oxo-3,4-dihydroquinazolin-6-yl)-N-hydroxyacrylamide CC=1C=C(C=C(C1)C)N1C(=NC2=CC(=C(C=C2C1=O)/C=C/C(=O)NO)F)C